6,7-difluorophthalazin-1(2H)-one FC=1C=C2C=NNC(C2=CC1F)=O